FC1=C(C(=O)OC)C=C(C(=C1OC)F)F methyl 2,4,5-trifluoro-3-methoxybenzoate